3-[tert-butyl-(dimethyl)silyl]oxy-3-(2,3-difluorophenyl)propanal C(C)(C)(C)[Si](OC(CC=O)C1=C(C(=CC=C1)F)F)(C)C